OCC1CC2(C1)CCN(CC2)C2=CC=C1CN(C(C1=C2)=O)C2C(NC(CC2)=O)=O 3-[6-[2-(hydroxymethyl)-7-azaspiro[3.5]nonan-7-yl]-1-oxo-isoindolin-2-yl]piperidine-2,6-dione